tert-butyl (±)-2-(((trifluoromethyl)sulfonyl)oxy)-6,7,8,9-tetrahydro-5H-5,8-epiminobenzo[7]annulene-10-carboxylate FC(S(=O)(=O)OC=1C=CC2=C(CC3CCC2N3C(=O)OC(C)(C)C)C1)(F)F